6-(1,1-dioxido-1,2-thiazolidin-2-yl)-N,N-bis(4-methoxybenzyl)hexanamide O=S1(N(CCC1)CCCCCC(=O)N(CC1=CC=C(C=C1)OC)CC1=CC=C(C=C1)OC)=O